Bis(cyclopentadienyl)bis[2,6-difluoro-3-(2-chloromethyl-2-methyl-3-chloropropionylamino)phenyl]titanium C1(C=CC=C1)[Ti](C1=C(C(=CC=C1F)NC(C(CCl)(CCl)C)=O)F)(C1=C(C(=CC=C1F)NC(C(CCl)(C)CCl)=O)F)C1C=CC=C1